S-(4-((2-aminoethyl) carbamoyl) benzyl) 4-aminothiobutanoate NCCCC(=O)SCC1=CC=C(C=C1)C(NCCN)=O